COC(=O)C1NCC2(C1)OCCCC2 6-oxa-2-azaspiro[4.5]decane-3-carboxylic acid methyl ester